NC=1C(N(C2=C(N1)SC(=C2)C(=O)NC2CCN(CC2)CCNC2=CC=C(C=C2)C(N)=N)C2=CC1=C(OCCN1C1=CC=CC=C1)C=C2)=O 3-amino-N-(1-(2-((4-carbamimidoylphenyl)amino)ethyl)piperidin-4-yl)-2-oxo-1-(4-phenyl-3,4-dihydro-2H-benzo[b][1,4]oxazin-6-yl)-1,2-dihydrothieno[2,3-b]pyrazine-6-carboxamide